FC=1C=C(OC2=C(C=C3CCN([C@@](C3=C2)(CC(NC=2SC=CN2)=O)C)C(=O)OC(C)(C)C)OCC2OCCCC2)C=CC1C(=O)OC tert-butyl (1R)-7-(3-fluoro-4-(methoxycarbonyl)phenoxy)-1-methyl-1-(2-oxo-2-(thiazol-2-ylamino)ethyl)-6-((tetrahydro-2H-pyran-2-yl)methoxy)-3,4-dihydroisoquinoline-2(1H)-carboxylate